OC1=C([C@@H]2COC3=CC(=CC=C3C2)O)C=CC(=C1O)OC (3R)-2',3',7-trihydroxy-4'-methoxyisofLavan